BrC=1C=C(C=2C(=[N+](ON2)[O-])C1)F 6-Bromo-4-fluorobenzo[c][1,2,5]oxadiazole 1-oxide